C1(CC1)C=1N=CN(C1)C1=CC(=NC=C1F)C(=O)OC methyl 4-(4-cyclopropyl-1H-imidazol-1-yl)-5-fluoropicolinate